Dihydroxymandelic acid C1=CC(=C(C=C1C(C(=O)O)O)O)O